6-(piperidin-4-yl)imidazo[1,2-a]pyridine-2-carboxylic acid ethyl ester C(C)OC(=O)C=1N=C2N(C=C(C=C2)C2CCNCC2)C1